FC(C1=NN=C(O1)C=1C=CC(=NC1)CN1C(N(C2=C1C=C(C=C2)F)C2CCN(CC2)C(C)C)=O)F 3-((5-(5-(difluoromethyl)-1,3,4-oxadiazole-2-yl)pyridine-2-yl)methyl)-5-fluoro-1-(1-isopropylpiperidine-4-yl)-1,3-dihydro-2H-benzo[d]imidazole-2-one